CC(C(=O)Cl)(C)C 2,2-dimethylpropionyl chloride